FC1(OC2=C(O1)C=CC(=C2)C2=NOC(=C2)NC2=NC(=NC=C2)N2CCOCC2)F 3-(2,2-difluorobenzo[d][1,3]dioxolan-5-yl)-N-(2-morpholinopyrimidin-4-yl)isoxazol-5-amine